C[C@@H]1C[C@@](C(=O)O[C@@H]2CC[N+]3([C@@H]2C(=CC3)COC(=O)[C@]1(C)O)[O-])([C@@H](C)Cl)O The molecule is a pyrrolizine alkaloid that is jaconine in which the tertiary amino function has been oxidised to the corresponding N-oxide. It has a role as a Jacobaea metabolite. It is a diol, a macrocyclic lactone, an organic heterotricyclic compound, an organochlorine compound, a pyrrolizine alkaloid and a tertiary amine oxide. It derives from a jaconine.